ClC=1C=C2C=NN(C2=CC1N1CCN(CC1)C(=O)OC(C)(C)C)C=1C=NN(C1)C1CC1 tert-butyl 4-(5-chloro-1-(1-cyclopropyl-1H-pyrazol-4-yl)-1H-indazol-6-yl)piperazine-1-carboxylate